(R)-4-((1-(3-(difluoromethyl)-2-fluorophenyl)ethyl)amino)-6-(1-(fluoromethyl)cyclopropyl)-8-(4-Hydroxy-4-methylpiperidin-1-yl)-2-methylpyrido[4,3-d]pyrimidin-7(6H)-one FC(C=1C(=C(C=CC1)[C@@H](C)NC=1C=2C(N=C(N1)C)=C(C(N(C2)C2(CC2)CF)=O)N2CCC(CC2)(C)O)F)F